FC(C[Si](OCC)(OCC)OCC)F 2,2-difluoroethyltriethoxysilane